N-(1-(7-(8-ethynyl-7-fluoronaphthalen-1-yl)-8-fluoro-2-((tetrahydro-1H-pyrrolizin-7a(5H)-yl)methoxy)pyrido[4,3-d]pyrimidin-4-yl)-4-hydroxy-4-methylazepan-3-yl)-N-methylacrylamide C(#C)C=1C(=CC=C2C=CC=C(C12)C1=C(C=2N=C(N=C(C2C=N1)N1CC(C(CCC1)(C)O)N(C(C=C)=O)C)OCC12CCCN2CCC1)F)F